FC(C1=NN(C=C1[N+](=O)[O-])C1CCC(CC1)CC#N)F 2-[4-[3-(difluoromethyl)-4-nitro-pyrazol-1-yl]cyclohexyl]acetonitrile